(E)-3-(4-methylphenyl)-propenyl bromide CC1=CC=C(C=C1)C/C=C/Br